2-(2-imino-4,5,6,7-tetrahydro-1,3-benzothiazol-3-yl)-1-(4-methylphenyl)ethanone N=C1SC2=C(N1CC(=O)C1=CC=C(C=C1)C)CCCC2